O=C1C(CC2=CC=CC=C12)C(=O)OC methyl 1-oxo-2,3-dihydro-1H-indene-2-carboxylate